(S)-2-(2,5-difluoro-4-(2-((4-(trifluoromethyl)benzyl)oxy)pyrimidin-4-yl)benzyl)-1-(4,4-dimethyltetrahydrofuran-3-yl)-1H-benzo[d]imidazole-6-carboxylic acid FC1=C(CC2=NC3=C(N2[C@@H]2COCC2(C)C)C=C(C=C3)C(=O)O)C=C(C(=C1)C1=NC(=NC=C1)OCC1=CC=C(C=C1)C(F)(F)F)F